C(#N)C=1C(=NC(=CC1N1CC(C1)N1CCN(CC1)C(=O)OC(C)(C)C)N1CC(C(CC1)C1=C(C=NN1C)C)(C)C)C(F)(F)F tert-butyl 4-(1-(3-cyano-6-(4-(1,4-dimethyl-1H-pyrazol-5-yl)-3,3-dimethylpiperidin-1-yl)-2-(trifluoromethyl)pyridin-4-yl)azetidin-3-yl)piperazine-1-carboxylate